2,3,4,5,6-pentafluorophenylbis(trifluoromethanesulfonyl)methane FC1=C(C(=C(C(=C1F)F)F)F)C(S(=O)(=O)C(F)(F)F)S(=O)(=O)C(F)(F)F